(2R,4R)-1-(1-(2,2-difluoroethyl)-5-(1-methyl-1H-1,2,4-triazol-5-yl)-3-(1H-pyrazol-5-yl)-1H-pyrazolo[4,3-b]pyridin-7-yl)-2-methylpiperidin-4-ol FC(CN1N=C(C2=NC(=CC(=C21)N2[C@@H](C[C@@H](CC2)O)C)C2=NC=NN2C)C2=CC=NN2)F